4'-[(4-{[5-(trifluoromethoxy)pyridin-2-yl]Amino}piperidin-1-yl)sulfonyl]-[1,1'-biphenyl]-3-carboxamide FC(OC=1C=CC(=NC1)NC1CCN(CC1)S(=O)(=O)C1=CC=C(C=C1)C1=CC(=CC=C1)C(=O)N)(F)F